6,7-dimethyl-2-[2-(2-methyl-4-pyridyl)tetrahydropyran-4-yl]-4-methylsulfanyl-pteridine CC=1N=C2C(=NC(=NC2=NC1C)C1CC(OCC1)C1=CC(=NC=C1)C)SC